C(C)NS(=O)(=O)NC1=NN2C(N=CC=C2)=C1C(=O)N[C@H](C)C=1N(C(C=2C(=CC=C3C2C1CN3C)C#C)=O)C3=CC=CC=C3 (R)-2-((N-ethylsulfamoyl)amino)-N-(1-(6-ethynyl-1-methyl-5-oxo-4-phenyl-1,2,4,5-tetrahydropyrrolo[4,3,2-de]isoquinolin-3-yl)ethyl)pyrazolo[1,5-a]pyrimidine-3-carboxamide